2-(2-(4-(3H-imidazo[4,5-b]pyridin-7-yl)-1H-pyrazol-1-yl)thiazol-4-yl)acetonitrile N1=CNC2=NC=CC(=C21)C=2C=NN(C2)C=2SC=C(N2)CC#N